1-benzyl 3-methyl-7-(naphthalen-1-ylmethyl)-5-oxo-8-(3-(trifluoromethyl)phenyl)-2,3-dihydroimidazo[1,2-a]pyridine-1,3(5H)-dicarboxylate CC1(CN(C=2N1C(C=C(C2C2=CC(=CC=C2)C(F)(F)F)CC2=CC=CC1=CC=CC=C21)=O)C(=O)OCC2=CC=CC=C2)C(=O)[O-]